6-((7-chlorothieno[3,2-b]pyridin-2-yl)methyl)-4,6-diazaspiro[2.4]heptane-5,7-dione ClC1=C2C(=NC=C1)C=C(S2)CN2C(NC1(CC1)C2=O)=O